rac-1-(((5R,7S)-7,9,9-trimethyl-2-oxo-1-oxa-3-azaspiro[4.5]decan-7-yl)methyl)-1H-benzo[d]imidazole-6-carbonitrile C[C@]1(C[C@@]2(CNC(O2)=O)CC(C1)(C)C)CN1C=NC2=C1C=C(C=C2)C#N |r|